O=C1NC(CCC1C=1C=C(C=CC1)[N-]CCCCCCC(N1CCCCC1)=O)=O N-(3-(2,6-dioxopiperidin-3-yl)phenyl)-7-oxo-7-(piperidin-1-yl)heptylamide